6-(3-acetyl-1-(2-((2S,4R)-2-(6-bromopyridin-2-ylcarbamoyl)-4-fluoropyrrolidin-1-yl)-2-oxoethyl)-1H-indazol-5-yl)pyrazolo[1,5-a]pyrimidine-2-carboxylic acid C(C)(=O)C1=NN(C2=CC=C(C=C12)C=1C=NC=2N(C1)N=C(C2)C(=O)O)CC(=O)N2[C@@H](C[C@H](C2)F)C(NC2=NC(=CC=C2)Br)=O